[Sn]=O.[Nb].[Ti] titanium niobium tin oxide